ClC1=C(C=CC=C1C(NC1CC1)=O)CNC1=C(C=C(C(=O)[O-])C=C1)C1CC1 4-{[2-chloro-3-(cyclopropylcarbamoyl) phenyl]Methyl amino}-3-cyclopropylbenzoate